dibromodioctyltellurium Br[Te](CCCCCCCC)(CCCCCCCC)Br